CC1=NN(C=2NC([C@H]([C@@H](C21)C2=C(C=CC=C2)[N+](=O)[O-])NC(C2=CC(=CC=C2)C(F)(F)F)=O)=O)C2=CC=CC=C2 |r| rac-N-((4R,5S)-3-methyl-4-(2-nitrophenyl)-6-oxo-1-phenyl-4,5,6,7-tetrahydro-1H-pyrazolo[3,4-b]pyridin-5-yl)-3-(trifluoromethyl)benzamide